2-(7-(4-chloro-3-fluorophenyl)-2-(ethylsulfonyl)pyrazolo[1,5-a]pyrimidin-3-yl)-3,5-dimethyl-6-(trifluoromethyl)-3,5-dihydro-4H-imidazo[4,5-c]pyridin-4-one ClC1=C(C=C(C=C1)C1=CC=NC=2N1N=C(C2C2=NC1=C(C(N(C(=C1)C(F)(F)F)C)=O)N2C)S(=O)(=O)CC)F